CC1=CC=C(C=C1)S(=O)(=O)N1CCC2=C(CC13CC3)C=CC(=C2)N 3-p-toluenesulfonyl-1,3,4,5-tetrahydrospiro[benzo[d]azepin-2,1'-cyclopropane]-7-amine